(e)-N-((3,3-difluorocyclobutyl)carbamoyl)-3-ethoxyacrylamide FC1(CC(C1)NC(=O)NC(\C=C\OCC)=O)F